(1R,3S)-3-(1-(tert-butyl)-5-((4-((tert-butyldiphenylsilyl)oxy)-2,2-dioxidoisothiochroman-8-yl)amino)-1H-pyrazol-3-yl)cyclopentyl isopropylcarbamate C(C)(C)NC(O[C@H]1C[C@H](CC1)C1=NN(C(=C1)NC=1C=CC=C2C(CS(CC12)(=O)=O)O[Si](C1=CC=CC=C1)(C1=CC=CC=C1)C(C)(C)C)C(C)(C)C)=O